C1(=CC=C(C=C1)N(C1=CC=2N(C3=CC=CC=C3C2C=C1)C1=CC=CC=C1)C1=C(C=C(C=C1)C1=CC=CC=C1)C1=CC=CC2=C1SC1=C2C=CC=C1)C1=CC=CC=C1 N-biphenyl-4-yl-N-[3-(dibenzothiophene-4-yl)biphenyl-4-yl]-9-phenyl-9H-carbazole-2-amine